iron tris(tert-butyl acetoacetate) C(C)(C)(C)CC(CC(=O)[O-])=O.C(C)(C)(C)CC(CC(=O)[O-])=O.C(C)(C)(C)CC(CC(=O)[O-])=O.[Fe+3]